N1(CCOCC1)C(CC)=O (4-morpholinyl)-1-propanone